N-(4-Hydroxy-3-oxo-1-(2-oxopyrrolidin-3-yl)butan-2-yl)-2-(2-methyl-4H-thieno[3,2-b]pyrrole-5-carbonyl)-2-azabicyclo[2.2.2]octane-3-carboxamide OCC(C(CC1C(NCC1)=O)NC(=O)C1N(C2CCC1CC2)C(=O)C2=CC1=C(N2)C=C(S1)C)=O